3-(5-(2-methoxypropyl)-6-methylpyridin-3-yl)-5-(trifluoromethyl)-1,2,4-oxadiazole COC(CC=1C=C(C=NC1C)C1=NOC(=N1)C(F)(F)F)C